[N+](=O)([O-])C1=CC=2C(=[N+](ON2)[O-])C(=C1[N+](=O)[O-])O dinitrobenzofurazan-4-ol 3-oxide